(2S,4R)-1-(((9H-fluoren-9-yl)methoxy)carbonyl)-4-((((9H-fluoren-9-yl)methoxy)carbonyl)amino)pyrrolidine-2-carboxylic acid C1=CC=CC=2C3=CC=CC=C3C(C12)COC(=O)N1[C@@H](C[C@H](C1)NC(=O)OCC1C2=CC=CC=C2C=2C=CC=CC12)C(=O)O